tert-butyl 4-[7-[(6-methoxy-2-methyl-pyrazolo[1,5-a]pyridine-5-carbonyl)amino]-2-methyl-indazol-4-yl]-piperazine-1-carboxylate COC=1C(=CC=2N(C1)N=C(C2)C)C(=O)NC2=CC=C(C1=CN(N=C21)C)N2CCN(CC2)C(=O)OC(C)(C)C